D-2-methyl-N-[4-(prop-2-en-1-yloxy)phenyl]-4-[2-(tetrahydro-2H-pyran-2-yloxy)ethoxy]pyrimidin-5-amine CC1=NC=C(C(=N1)OCCOC1OCCCC1)NC1=CC=C(C=C1)OCC=C